C(C)SC1=CC=C(C=C1)C(C)=O (4-(ethylthio)phenyl)ethan-1-one